CN1N=CC(=C1)C=1C=C2C(=CN=CC2=CC1)OC1CN(CCC1)C 6-(1-methyl-1H-pyrazol-4-yl)-4-((1-methylpiperidin-3-yl)oxy)isoquinoline